CS(=O)(=O)N1CCN(CC1)C1=CC=C(C=N1)NC1=NC=CC=N1 N-(6-(4-(methylsulfonyl)piperazin-1-yl)pyridin-3-yl)pyrimidin-2-amine